Fluorotriiodo-silane F[Si](I)(I)I